C1(C2CC(CC1)O2)CC[Si](OCC)(OCC)OCC 2-(2,4-epoxycyclohexyl)ethyl-triethoxysilane